FC=1C(=C(C=CC1)[C@H](C(C)(C)O)S[C@@H]1O[C@@H]([C@@H]([C@@H]([C@H]1O)N1N=NC(=C1)C1=CC(=C(C(=C1)F)F)F)O)CO)C (2S,3R,4S,5R,6R)-2-(((R)-1-(3-fluoro-2-methylphenyl)-2-hydroxy-2-methylpropyl)thio)-6-(hydroxymethyl)-4-(4-(3,4,5-trifluorophenyl)-1H-1,2,3-triazol-1-yl)tetrahydro-2H-pyran-3,5-diol